BrC=1C=CC(=C(C1)C1=C(C=C(C=C1)C(C(F)(F)F)NC(C(=O)[O-])CC(C)(C)F)F)O ((1-(5'-bromo-2-fluoro-2'-hydroxy-[1,1'-biphenyl]-4-yl)-2,2,2-trifluoroethyl) amino)-4-fluoro-4-methylpentanoate